C(C)(C)[C@H]1CC[C@H](CC1)N1CCC(CC1)N1C=C(C2=CC=CC=C12)CNC(=S)NC(C1=CC=CC=C1)=O N-(((1-(1-(cis-4-isopropylcyclohexyl)piperidin-4-yl)-1H-indol-3-yl)methyl)carbamothioyl)benzamide